N-{(2S,3R)-1-(azetidine-1-carbonyl)-4,4-difluoro-2-[(2-fluoro-3'-methyl[1,1'-biphenyl]-3-yl)methyl]pyrrolidin-3-yl}cyclopropanesulfonamide N1(CCC1)C(=O)N1[C@H]([C@H](C(C1)(F)F)NS(=O)(=O)C1CC1)CC=1C(=C(C=CC1)C1=CC(=CC=C1)C)F